CN(C1COC2(C1)CCN(CC2)S(=O)(=O)C=2C(=NC(=NC2)C(F)(F)F)C)C2CC1(COC1)C2 n-methyl-8-((4-methyl-2-(trifluoromethyl)pyrimidin-5-yl)sulfonyl)-N-(2-oxaspiro[3.3]hept-6-yl)-1-oxa-8-azaspiro[4.5]decan-3-amine